6-methyl-5-(2-methyl-2H-pyrazol-3-yl)-2-oxo-1-(3-trifluoromethylphenyl)-1,2-dihydro-pyridine-3-carboxylic acid (5-methanesulfonylmethyl-[1,2,4]oxadiazol-3-ylmethyl)-amide CS(=O)(=O)CC1=NC(=NO1)CNC(=O)C=1C(N(C(=C(C1)C=1N(N=CC1)C)C)C1=CC(=CC=C1)C(F)(F)F)=O